C1(C(CC=CC1)CCC#N)CCC#N 3,3'-(cyclohex-4-ene-1,2-diyl)dipropionitrile